C(C)(C)(C)ONC(C[C@@H](C(=O)N[C@H](C(=O)NCC1=CC=CC2=CC=CC=C12)COC)NS(=O)(=O)C1=CC=C(C=C1)C)=O (S)-N4-(tert-butoxy)-N1-((S)-3-methoxy-1-((naphthalen-1-ylmethyl)amino)-1-oxopropan-2-yl)-2-((4-methylphenyl)sulfonamido)succinamide